toluene-bis(dodecyl thiocarbamate) C(CCCCCCCCCCC)NC(O)=S.C(CCCCCCCCCCC)NC(O)=S.CC1=CC=CC=C1